tris(2-acryloyloxyethyl)methylammonium C(C=C)(=O)OCC[N+](C)(CCOC(C=C)=O)CCOC(C=C)=O